C1(CC1)NC(C([C@H](C[C@H]1C(NCC1)=O)NC(=O)[C@@H]1CC2(CC2)CCN1C(=O)C=1N(C2=CC=CC=C2C1)C1=CC=CC=C1)O)=O (3S)-N-cyclopropyl-2-hydroxy-4-[(3S)-2-oxopyrrolidin-3-yl]-3-{[(5S)-6-(1-phenylindole-2-carbonyl)-6-azaspiro[2.5]octan-5-yl]formamido}butanamide